CN(CCCC(=O)OC(CCCCCCCC\C=C/C\C=C/CCCCC)CCCCCCCC\C=C/C\C=C/CCCCC)C (6Z,9Z,28Z,31Z)-heptatriacont-6,9,28,31-tetraene-19-yl 4-(dimethylamino)butanoate